2-Methyl-11H-imidazo[1',2':1,2]pyrido[3,4-b]indole CC=1N=C2N(C=CC3=C2NC2=CC=CC=C32)C1